O1COC2=C1C=CC(=C2)OCC2CNCCC2C2=CC=C(C=C2)F 3-[(1,3-benzodioxol-5-yloxy)methyl]-4-(4-fluorophenyl)piperidine